C(C)(C)(C)OC(=O)N1CC2(C1)CC(C2)[C@H](C)NC2=C(C=CC(=C2)C(=O)NN)C(F)(F)F 6-{(1S)-1-[5-(hydrazinocarbonyl)-2-(trifluoromethyl)anilino]ethyl}-2-azaspiro[3.3]heptane-2-carboxylic acid tert-butyl ester